Tert-Butyl (2S,3S)-3-amino-2-(3-bromobenzyl)pyrrolidine-1-carboxylate N[C@@H]1[C@@H](N(CC1)C(=O)OC(C)(C)C)CC1=CC(=CC=C1)Br